3-(5-(1-methylcycloheptane-4-yl)-1-oxoisoindolin-2-yl)piperidine-2,6-dione CC1CCC(CCC1)C=1C=C2CN(C(C2=CC1)=O)C1C(NC(CC1)=O)=O